O=C1NC2(CN(C2)C(=O)N2CC3(C2)CC(CC3)CC=3C(=CC(=NC3)C(F)(F)F)C#N)CO1 5-[[2-(6-oxo-7-oxa-2,5-diazaspiro[3.4]octane-2-carbonyl)-2-azaspiro[3.4]octane-6-yl]methyl]-2-(trifluoromethyl)pyridine-4-carbonitrile